CC1=CN(C2=NC=C(C=C21)[N+](=O)[O-])C2=CC=C(C=C2)C(F)(F)F 3-methyl-5-nitro-1-(4-(trifluoromethyl)phenyl)-1H-pyrrolo[2,3-b]pyridine